Tert-butyl 2-(((tert-butoxycarbonyl)(cyclobutylmethyl)amino)methyl)-6-((5-(pyrrolidin-1-yl)nicotinamido)methyl)-1H-indole-1-carboxylate C(C)(C)(C)OC(=O)N(CC1CCC1)CC=1N(C2=CC(=CC=C2C1)CNC(C1=CN=CC(=C1)N1CCCC1)=O)C(=O)OC(C)(C)C